6-(5-(3,5-dimethylisoxazol-4-yl)-1-((trans)-4-methoxycyclohexyl)-1H-benzo[d]imidazol-2-yl)-4'-fluorobiphenyl-2-carbonitrile CC1=NOC(=C1C1=CC2=C(N(C(=N2)C=2C=CC=C(C2C2=CC=C(C=C2)F)C#N)[C@@H]2CC[C@H](CC2)OC)C=C1)C